CS(=O)(=O)N1CCC(CC1)CN1N=C(C=2C1=NC=NC2N)CC2=CC=CC1=CC=CC=C21 1-((1-(methylsulfonyl)piperidin-4-yl)methyl)-3-(naphthalen-1-ylmethyl)-1H-pyrazolo[3,4-d]pyrimidin-4-amine